propane-1-sulfonic acid [3-(5-chloro-1H-pyrrolo[2,3-b]pyridine-3-carbonyl)-2,4-difluoro-phenyl] amide ClC=1C=C2C(=NC1)NC=C2C(=O)C=2C(=C(C=CC2F)NS(=O)(=O)CCC)F